NC=1C=C(C=CC1)CS(=O)(=O)N1C(C[C@@H](CC1)NC=1C=C(C=CC1)C1=C(C(=C(S1)C(=O)OC)OCC(=O)OC(C)(C)C)Cl)(C)C methyl 5-[3-[[(4R)-1-[(3-aminophenyl)methylsulfonyl]-2,2-dimethyl-4-piperidyl]amino]phenyl]-3-(2-tert-butoxy-2-oxo-ethoxy)-4-chloro-thiophene-2-carboxylate